5-(1H-imidazol-4-yl)-2-(6-(methyl-(2,2,6,6-tetramethylpiperidin-4-yl)amino)pyridazin-3-yl)phenol N1C=NC(=C1)C=1C=CC(=C(C1)O)C=1N=NC(=CC1)N(C1CC(NC(C1)(C)C)(C)C)C